benzothiazepine-4-ol 1,1-dioxide S1(N=CC(=CC2=C1C=CC=C2)O)(=O)=O